N,N-dimethylaminosulfonyl chloride CN(S(=O)(=O)Cl)C